[4-({[4-(phenylmethoxy)phenyl]amino}carbonyl)-1,5-dimethyl-1H-pyrrol-2-yl]-4-chloro-5-fluorobenzoic acid C1(=CC=CC=C1)COC1=CC=C(C=C1)NC(=O)C=1C=C(N(C1C)C)C1=C(C(=O)O)C=C(C(=C1)Cl)F